2-(4-(4-(3-(6-(8-(benzo[d]thiazol-2-ylcarbamoyl)-3,4-dihydroisoquinolin-2(1H)-yl)-2-(tert-butoxycarbonyl)pyridin-3-yl)-2-methylphenoxy)butyl)piperidin-1-yl)acetic acid S1C(=NC2=C1C=CC=C2)NC(=O)C=2C=CC=C1CCN(CC21)C2=CC=C(C(=N2)C(=O)OC(C)(C)C)C=2C(=C(OCCCCC1CCN(CC1)CC(=O)O)C=CC2)C